(2R,3S)-N-(9-chloro-5-(3,4-dimethylphenyl)-2-oxo-2,3-dihydro-1H-1,4-benzodiazepin-3-yl)-3-(4,4,4-trifluorobutyl)-2-(3,3,3-trifluoropropyl)succinamide ClC1=CC=CC=2C(=NC(C(NC21)=O)NC([C@@H]([C@@H](C(=O)N)CCCC(F)(F)F)CCC(F)(F)F)=O)C2=CC(=C(C=C2)C)C